CCCCCC/C=C\CCCCCCCC(=O)OC[C@H](COP(=O)(O)OC[C@H](CO)O)OC(=O)CCCC/C=C\C/C=C\C/C=C\CCCCC 1-(9Z-hexadecenoyl)-2-(6Z,9Z,12Z-octadecatrienoyl)-glycero-3-phospho-(1'-sn-glycerol)